tert-butyl 4-(benzylimino)piperidine-1-carboxylate C(C1=CC=CC=C1)N=C1CCN(CC1)C(=O)OC(C)(C)C